N=1N=CN(C1)C=1C=CC2=C(N=C(O2)C2=CC(=NC=C2)C(=O)N2CCN(CC2)[C@H](C2=CC=CC=C2)C=2N=NN(N2)C(F)F)C1 |r| (R/S)-(4-(5-(4H-1,2,4-triazol-4-yl)benzo[d]oxazol-2-yl)pyridin-2-yl)(4-((2-(difluoromethyl)-2H-tetrazol-5-yl)(phenyl)methyl)piperazin-1-yl)methanone